N-[4-(methoxymethyl)piperidin-4-yl]-N-phenylpropionamide COCC1(CCNCC1)N(C(CC)=O)C1=CC=CC=C1